O1CCN(CC1)CCOC1=CC=C(C=C1)[C@@H]1N(C(OC1)=O)C=1C=CC2=C(NC=N2)C1 (S)-4-(4-(2-Morpholinoethoxy)phenyl)-3-(1H-benzo[d]imidazol-6-yl)oxazolidin-2-on